N1(C=NC=C1)CC(=O)[C@H]1CC[C@H]2[C@@H]3CC[C@H]4C[C@H](CC[C@@]4([C@H]3CC[C@]12C)C)COC 2-(1H-imidazol-1-yl)-1-((3S,5S,8R,9S,10S,13S,14S,17S)-3-(methoxymethyl)-10,13-dimethylhexadecahydro-1H-cyclopenta[a]phenanthren-17-yl)ethan-1-one